C(C1=CC=CC=C1)OC(=O)N([C@H]1CN(CC1)C(=O)OC(C)(C)C)CCO tert-butyl (R)-3-(((benzyloxy)carbonyl)(2-hydroxyethyl)amino)pyrrolidine-1-carboxylate